CNCCNC N,N'-Dimethylethylenediamine